4-isopropyl-9-thioxanthone C(C)(C)C1=CC=CC=2C(C3=CC=CC=C3SC12)=O